4-(5-methyl-2-piperidyl)benzenesulfonamide CC1CCC(NC1)C1=CC=C(C=C1)S(=O)(=O)N